1-(3-(difluoromethoxy)phenyl)-3-isopropyl-N-(3-methyl-1,1-dioxathiolan-3-yl)-2-oxoindoline-5-carboxamide FC(OC=1C=C(C=CC1)N1C(C(C2=CC(=CC=C12)C(=O)NC1(SOCC1)C)C(C)C)=O)F